C(#N)C1=CC=C(CCN[C@H](C(=O)NC2=NC=C(C(=C2)F)C=2C=NN(C2)C)C2=CC=CC=C2)C=C1 |r| (S)- and (R)-2-((4-cyanophenethyl)amino)-N-(4-fluoro-5-(1-methyl-1H-pyrazol-4-yl)pyridin-2-yl)-2-phenylacetamide